C1=CC=CC2=C1CCCCC2C#N 6,7,8,9-tetrahydro-5H-benzocycloheptene-5-carbonitrile